7-Methoxy-8-(2-methyl-propenyl)-1-thiophen-3-yl-1,4-dihydro-chromeno[4,3-c]pyrazole-3-carboxylic Acid (2-acetylamino-ethyl)-amide C(C)(=O)NCCNC(=O)C=1C2=C(N(N1)C1=CSC=C1)C=1C=C(C(=CC1OC2)OC)C=C(C)C